5-((3-(dimethylamino)phenyl)amino)-1,3-dimethyl-1,3-dihydro-2H-benzo[d]imidazol-2-one CN(C=1C=C(C=CC1)NC1=CC2=C(N(C(N2C)=O)C)C=C1)C